C(C)(=O)[C@](O)(C[N+](C)(C)C)CC([O-])=O Acetyl-L-Carnitin